Ethyl 2-[(1R,5S,6r)-6-(ethoxycarbonyl)-3-azabicyclo[3.1.0]hex-3-yl]-6-azaspiro[3.4]octane-6-carboxylate C(C)OC(=O)C1[C@H]2CN(C[C@@H]12)C1CC2(C1)CN(CC2)C(=O)OCC